C(C)(C)(C)OC(=O)N[C@H](C(=O)O)CC1=CC=C(C=C1)C#N (S)-2-((tert-butoxycarbonyl)amino)-3-(4-cyanophenyl)propionic acid